FC(C=1C(=CSC1)B(O)O)F [4-(difluoromethyl)thiophen-3-yl]boronic acid